4-amino-N-(1-(5-ethynylpyridin-2-yl)ethyl)-N,1-dimethyl-1H-pyrazolo[4,3-c]quinoline-8-carboxamide NC1=NC=2C=CC(=CC2C2=C1C=NN2C)C(=O)N(C)C(C)C2=NC=C(C=C2)C#C